C12CN(CC(CC1)O2)C(=O)OCC2=C(C=NN2C)C2=NC(=C(C=C2)O[C@@H]2C[C@H](CCC2)C(=O)OC(C)C)C (+/-)-(4-(5-(((1S,3S)-3-(isopropoxycarbonyl)cyclohexyl)oxy)-6-methylpyridin-2-yl)-1-methyl-1H-pyrazol-5-yl)methyl 8-oxa-3-azabicyclo[3.2.1]octane-3-carboxylate